C(CCCCCCC)NC(OC1=CC(=CC=C1)C=1C=NC=C(C1)C(F)(F)F)=O 3-(5-(trifluoromethyl)pyridin-3-yl)phenyl octylcarbamate